C(CCC)C1CC(CC2(O1)CC1=CC=C(C=C1CC2)C2CC1(COC(N1)=O)CC2)Cl 7-(6'-butyl-4'-chloro-3,3',4,4',5',6'-hexahydro-1H-spiro[naphthalene-2,2'-pyran]-6-yl)-3-oxa-1-azaspiro[4.4]nonan-2-one